7-chloro-5-(4-(5-methylbenzo[d]oxazol-2-yl)piperidin-1-yl)-[1,2,4]triazolo[4,3-a][1,5]naphthyridine-4-carbonitrile ClC=1N=C2C(=C(C=3N(C2=CC1)C=NN3)C#N)N3CCC(CC3)C=3OC1=C(N3)C=C(C=C1)C